[Si](C1=CC=CC=C1)(C1=CC=CC=C1)(C(C)(C)C)OCCCC(C)NC1=NC=NC2=CC(=CC=C12)Cl N-(5-((tert-butyldiphenylsilyl)oxy)pentan-2-yl)-7-chloroquinazolin-4-amine